4-{[(4-{[6-(5-chloro-2-fluorophenyl)-3-methylpyridazin-4-yl]amino}pyridin-2-yl)carbamoyl]methyl}morpholin-4-ium-4-ol ClC=1C=CC(=C(C1)C1=CC(=C(N=N1)C)NC1=CC(=NC=C1)NC(=O)C[N+]1(CCOCC1)O)F